(2-methylenecyclopropane-1,1-diyl)dimethanol C=C1C(C1)(CO)CO